1,2-di-bromoethane (2S)-3-[(2,2-dimethylpropanoyl)oxy]-1-{[(3S)-3-(aminomethyl)-1-hydroxy-1,3-dihydrobenzo[2,1-c][1,2]oxaborol-7-yl]oxy}propan-2-yl-2,2-dimethylpropanoate hydrochloride Cl.CC(C(=O)OC[C@H](COC1=CC=CC2=C1B(O[C@@H]2CN)O)OC(C(C)(C)C)=O)(C)C.BrCCBr